URANIUM HEXAFLUORIDE [U](F)(F)(F)(F)(F)F